COC=1C=NC=CC1NC(OC(C)(C)C)=O tert-butyl N-(3-methoxy-4-pyridyl)carbamate